7,8-dihydro-6H-pyrrolo[2,3-e][1,2,4]triazolo[4,3-a]pyridine-1-carbonitrile C1(=NN=C2N1C1=C(C=C2)NCC1)C#N